N-(2-hydroxyethyl)-2,2-dimethyl-N-(2,3,5-trifluorobenzyl)butanamide OCCN(C(C(CC)(C)C)=O)CC1=C(C(=CC(=C1)F)F)F